2-((2R,3S,4S,5R)-3-(2-cyclopropoxy-3,4-difluorophenyl)-4,5-dimethyl-5-(trifluoromethyl)tetrahydrofuran-2-yl)-4-oxo-1,4-dihydro-1,6-naphthyridine-5-carbonitrile C1(CC1)OC1=C(C=CC(=C1F)F)[C@H]1[C@@H](O[C@]([C@H]1C)(C(F)(F)F)C)C=1NC=2C=CN=C(C2C(C1)=O)C#N